CC1(CC1)C(=O)NC=1N=CC2=C(N=CC(=C2C1)C1=CC=CC=C1)NC 1-methyl-N-(8-(methylamino)-5-phenyl-2,7-naphthyridin-3-yl)cyclopropane-1-carboxamide